2,2-dimethylbenzo[d][1,3]dioxan-5-acetaldehyde CC1(OCC2=C(O1)C=CC=C2CC=O)C